2,2-bis(hydroxymethyl)-1,3-propanediyl dioleate C(CCCCCCC\C=C/CCCCCCCC)(=O)OCC(COC(CCCCCCC\C=C/CCCCCCCC)=O)(CO)CO